FC1=CC=C(C=C1)[C@@H]1N(CCC1)C1=NC=2N(C=C1)N=CC2C2=NC1=C(N2)C=C(C(=C1)C#N)OC (R)-2-(5-(2-(4-fluorophenyl)pyrrolidin-1-yl)pyrazolo[1,5-a]pyrimidin-3-yl)-6-methoxy-1H-benzo[d]imidazole-5-carbonitrile